1-methyl-4-[3-(1-methylpiperidin-4-yl)propyl]piperidine CN1CCC(CC1)CCCC1CCN(CC1)C